(R)-1-((4-hydroxy-1-(3-phenylbutanoyl)piperidin-4-yl)methyl)-5-phenyl-4-(prop-1-en-2-yl)pyridin-2(1H)-one OC1(CCN(CC1)C(C[C@@H](C)C1=CC=CC=C1)=O)CN1C(C=C(C(=C1)C1=CC=CC=C1)C(=C)C)=O